6-(4-(3,4-Difluorophenyl)-1H-imidazol-5-yl)benzo[d]thiazole FC=1C=C(C=CC1F)C=1N=CNC1C1=CC2=C(N=CS2)C=C1